(5S)-9,9-dimethyl-2-(5-methyl-1,3-thiazole-4-carbonyl)-8-oxo-2-azaspiro[4.5]dec-6-ene-7-carbonitrile CC1(C(C(=C[C@@]2(CCN(C2)C(=O)C=2N=CSC2C)C1)C#N)=O)C